N-[3-chloro-4-[4-[2-(dimethylamino)ethyl]piperazine-1-carbonyl]phenyl]-5-(2,3-difluoro-4-pyrimidin-2-yloxy-phenyl)-1-methyl-imidazole-2-carboxamide ClC=1C=C(C=CC1C(=O)N1CCN(CC1)CCN(C)C)NC(=O)C=1N(C(=CN1)C1=C(C(=C(C=C1)OC1=NC=CC=N1)F)F)C